The molecule is an amino cyclitol glycoside derived from neomycin and consisting of neamine substituted at position 3 by a 3-O-(2-amino-2-deoxy-alpha-D-gluco-hexodialdo-1,5-pyranosyl)-beta-D-ribofuranosyl group. It derives from a neamine. It is a conjugate base of a 6'''-oxoneomycin C(5+). C1[C@H]([C@@H]([C@H]([C@@H]([C@H]1N)O[C@@H]2[C@@H]([C@H]([C@@H]([C@H](O2)CN)O)O)N)O[C@H]3[C@@H]([C@@H]([C@H](O3)CO)O[C@@H]4[C@@H]([C@H]([C@@H]([C@H](O4)C=O)O)O)N)O)O)N